CC(CC=O)CC(=CC)C 3,5-dimethylheptan-5-enal